O=C1NC(CC[C@@H]1NC(C1=C(C=C(C=C1)N1CCC(CC1)C=O)F)=O)=O (S)-N-(2,6-dioxopiperidin-3-yl)-2-fluoro-4-(4-formylpiperidin-1-yl)benzamide